(S)-1-benzyl-N-(1-methyl-2-oxo-8-(7-oxa-2-azaspiro[3.5]nonan-2-yl)-2,3,4,5-tetrahydro-1H-benzo[b]azepin-3-yl)-1H-pyrazole-3-carboxamide C(C1=CC=CC=C1)N1N=C(C=C1)C(=O)N[C@H]1CCC2=C(N(C1=O)C)C=C(C=C2)N2CC1(C2)CCOCC1